Cl.Cl.C[C@H]1CN(CCN1)C1=NC=CC=C1 (S)-3-methyl-1-(pyridin-2-yl)piperazine dihydrochloride